C1(CCCCCCCCC(=O)O1)=O sebacic anhydride